2-Ethyl-5-methyl-4-propoxy-phenol C(C)C1=C(C=C(C(=C1)OCCC)C)O